O=C1NC(CCC1N1CC2=CC=C(C=C2C1=O)CNC(OCC1OCC1(C)C)=O)=O (3,3-dimethyloxetan-2-yl)methyl N-{[2-(2,6-dioxopiperidin-3-yl)-3-oxo-2,3-dihydro-1H-isoindol-5-yl]methyl}carbamate